N-(6-(difluoromethyl)pyridazin-4-yl)-8-methyl-2-(2,2,2-trifluoroethyl)-8-(trifluoromethyl)-7,8-dihydro-6H-pyrazolo[1,5-a]pyrrolo[2,3-e]pyrimidine-6-carboxamide FC(C1=CC(=CN=N1)NC(=O)N1CC(C2=C1C=NC=1N2N=C(C1)CC(F)(F)F)(C(F)(F)F)C)F